BrC=1N=CN(C1)C1=CC=C(C=C1)OC(F)(F)F 4-bromo-1-(4-(trifluoromethoxy)phenyl)-1H-imidazole